(±)-3-((3-(4-(Azetidin-3-ylmethyl)piperazin-1-yl)phenyl)amino)piperidine-2,6-dione bistrifluoroacetate FC(C(=O)O)(F)F.FC(C(=O)O)(F)F.N1CC(C1)CN1CCN(CC1)C=1C=C(C=CC1)N[C@H]1C(NC(CC1)=O)=O |r|